6-[(3S)-3-(cyanomethyl)piperazin-1-yl]-N-(3-hydroxy-1-naphthyl)-2-(1-methylindazol-7-yl)pyrimidine-4-carboxamide C(#N)C[C@H]1CN(CCN1)C1=CC(=NC(=N1)C=1C=CC=C2C=NN(C12)C)C(=O)NC1=CC(=CC2=CC=CC=C12)O